ISOPROPYLURACIL CC(C)N1C=CC(=O)NC1=O